[N+](=O)([O-])C1=CC=C(O1)C(=O)N1CCN(CC1)C=1C=NC(=CC1)[N+](=O)[O-] (5-Nitrofuran-2-yl)[4-(6-nitropyridin-3-yl)piperazin-1-yl]methanone